NC1=NC=2C=NC(=CC2C2=C1COC2)C(=O)N2[C@@H](COCC2)C2=CC(=C(C=C2)F)C(F)(F)F (4-amino-1,3-dihydrofuro[3,4-c][1,7]naphthyridin-8-yl)((3R)-3-(4-fluoro-3-(trifluoromethyl)phenyl)-4-morpholinyl)methanone